tert-butyl 4-{1'-benzyl-3',3'-difluoro-[1,4'-bipiperidin]-4-yl}piperazine-1-carboxylate C(C1=CC=CC=C1)N1CC(C(CC1)N1CCC(CC1)N1CCN(CC1)C(=O)OC(C)(C)C)(F)F